C(CCCCCCC)C1N2C(OCC2(CO1)C)CCCCCCCC 1-Aza-3,7-dioxa-2,8-dioctyl-5-methyl-bicyclo[3.3.0]octane